C(C=C)#N.[P].[Ca] Calcium Phosphorus ACRYLNITRIL